8-[1-(Cyclopropylsulfonyl)-1H-indazol-4-yl]-7,9-difluoro-1,4,4-trimethyl-5H-[1,2,4]triazolo[4,3-a]quinoxaline C1(CC1)S(=O)(=O)N1N=CC2=C(C=CC=C12)C1=C(C=C2NC(C=3N(C2=C1F)C(=NN3)C)(C)C)F